F[C@H]1COCC[C@H]1C1=NN(C(C=2C1=CNC(C2OC)=O)=O)C ((3R,4S)-3-fluorotetrahydro-2H-pyran-4-yl)-8-methoxy-2-methyl-2,6-dihydropyrido[3,4-d]pyridazine-1,7-dione